Diethyl-2,2-bis((acryloyloxy)methyl)propane C(C)C(C(C)(COC(C=C)=O)COC(C=C)=O)CC